5-(2,4-Bis-benzyloxy-5-bromo-phenyl)-isoxazole-3-carboxylic Acid Ethylamide C(C)NC(=O)C1=NOC(=C1)C1=C(C=C(C(=C1)Br)OCC1=CC=CC=C1)OCC1=CC=CC=C1